C(C)(C)(C)OC(\C=C/1\CC(N(C1)C(=O)[O-])C(=O)[O-])=O (Z)-4-(2-(tert-butoxy)-2-oxoethylidene)pyrrolidine-1,2-dicarboxylate